BrC=1C(=NN(C(C1)=O)CC(=O)O)C(C)C 2-(4-bromo-3-isopropyl-6-oxo-pyridazin-1(6H)-yl)acetic acid